Cl.ClC=1C=C(C=CC1)NCC(C#N)NC1=CN=CC2=CC=CC=C12 3-((3-chlorophenyl)amino)-2-(isoquinolin-4-ylamino)propionitrile hydrochloride salt